(3S)-3-({N-[(4-methoxy-1H-indol-2-yl) carbonyl]-L-leucyl}amino)-2-oxo-4-[(3S)-2-oxopyrrolidin-3-yl]butyl dihydrogen phosphate P(=O)(OCC([C@H](C[C@H]1C(NCC1)=O)NC([C@@H](NC(=O)C=1NC2=CC=CC(=C2C1)OC)CC(C)C)=O)=O)(O)O